(4-((3s,5s,7s)-adamantan-1-yl)piperazin-1-yl)(5-(4-chlorophenyl)-1-(2,4-dichlorophenyl)-4-methyl-1H-pyrazol-3-yl)methanone C12(CC3CC(CC(C1)C3)C2)N2CCN(CC2)C(=O)C2=NN(C(=C2C)C2=CC=C(C=C2)Cl)C2=C(C=C(C=C2)Cl)Cl